FC(COC[C@@]1(CCC(C=2N(C1)N=C1C2CN(CC1)C(=O)OC(C)(C)C)(F)F)O)F |o1:5| (S*)-tert-Butyl 8-((2,2-difluoroethoxy)methyl)-11,11-difluoro-8-hydroxy-3,4,8,9,10,11-hexahydro-1H-pyrido[4',3':3,4]pyrazolo[1,5-a]azepine-2(7H)-carboxylate